2-(1-cyclopropylpiperidine-4-carboxamido)-4-(3-(2-(5,6,7,8-tetrahydro-1,8-naphthyridin-2-yl)ethyl)pyrrolidin-1-yl)butanoic acid C1(CC1)N1CCC(CC1)C(=O)NC(C(=O)O)CCN1CC(CC1)CCC1=NC=2NCCCC2C=C1